FC1(CC2(C1)CC(C2)C(CC#N)=O)F 3-(2,2-Difluorospiro[3.3]heptan-6-yl)-3-oxo-propanenitrile